C(#N)CCC[Si](F)(C1=CC=CC=C1)C1=CC=CC=C1 3-cyanopropyl-diphenyl-fluorosilane